5-[(Z)-2-(2-aminopyrimidin-5-yl)-2-fluoroethenyl]-6-ethylpyridine-3-carboxylic acid Ethyl-5-[(Z)-2-(2-aminopyrimidin-5-yl)-2-fluoroethenyl]-6-ethylpyridine-3-carboxylate C(C)OC(=O)C=1C=NC(=C(C1)\C=C(/F)\C=1C=NC(=NC1)N)CC.NC1=NC=C(C=N1)/C(=C/C=1C=C(C=NC1CC)C(=O)O)/F